Acridinyl-anisidine C1(=CC=CC2=NC3=CC=CC=C3C=C12)COC1=CC=C(C=C1)N